COC1=C(C=C(C=C1)OC([2H])([2H])[2H])\C=C\[N+](=O)[O-] (E)-1-methoxy-4-(methoxy-d3)-2-(2-nitrovinyl)benzene